CN(CCCCN(C(CCCCCC(=O)OCC(CCCCCCCC)CCCCCC)CCCCCC(=O)OCC(CCCCCCCC)CCCCCC)CCC(=O)OCCCCCCCC)C BIS(2-HEXYLDECYL) 7-((4-(DIMETHYLAMINO)BUTYL)(3-(OCTYLOXY)-3-OXOPROPYL) AMINO)TRIDECANEDIOATE